4-(4-methoxyphenylethoxy)-3-(trifluoromethyl)aniline COC1=CC=C(C=C1)CCOC1=C(C=C(N)C=C1)C(F)(F)F